6-(2,4-difluorophenoxy)-8-methyl-2-(oxan-4-ylamino)pyrido[2,3-d]pyrimidin-7-one hydrochloride Cl.FC1=C(OC2=CC3=C(N=C(N=C3)NC3CCOCC3)N(C2=O)C)C=CC(=C1)F